ClC=1C2=CN(N=C2C(=C(C1)B1OC(C(O1)(C)C)(C)C)Cl)C(C(=O)OCC)C1=C2N(C=N1)C[C@@H](C2)F ethyl 2-(4,7-dichloro-6-(4,4,5,5-tetramethyl-1,3,2-dioxaborolan-2-yl)-2H-indazol-2-yl)-2-((R)-6-fluoro-6,7-dihydro-5H-pyrrolo[1,2-c]imidazol-1-yl)acetate